N-cyclopentyl-4-morpholino-2-[(2E)-2-(m-tolylmethylene)hydrazino]furo[3,2-d]pyrimidine-6-carboxamide C1(CCCC1)NC(=O)C1=CC=2N=C(N=C(C2O1)N1CCOCC1)N/N=C/C=1C=C(C=CC1)C